3-((5-(4-(tert-butoxy)-4-oxobutoxy)-2-methoxyphenyl)amino)propanoic acid C(C)(C)(C)OC(CCCOC=1C=CC(=C(C1)NCCC(=O)O)OC)=O